Cl.CN(C1C(=C(C(C2(C(=C3C(C4=C(C=CC(=C4CC3CC12)N(C)C)OCCC)=O)O)O)=O)C(=O)N)O)C 4,7-Bis-dimethylamino-3,12,12a-trihydroxy-1,11-dioxo-10-propoxy-1,4,4a,5,5a,6,11,12a-octahydro-naphthacene-2-carboxylic acid amide hydrochloride